2'-(4-hydroxy-3-methoxybenzoyl)-1'-(3-hydroxyphenyl)-1',2',5',6',7',7a'-hexahydro-2H-spiro[acenaphthylene-1,3'-pyrrolizin]-2-one OC1=C(C=C(C(=O)C2C(C3CCCN3C23C(C2=CC=CC4=CC=CC3=C24)=O)C2=CC(=CC=C2)O)C=C1)OC